BrCCOC=1C=C(C=CC1)C=1SC2=C(N1)C=CC=C2 2-(3-(2-bromoethoxy)phenyl)benzothiazole